5-(1-isopropyl-2-methyl-1H-imidazo[4,5-b]pyridin-6-yl)-N-(cis-3-(2-methoxyethoxy)cyclobutyl)pyrrolo[2,1-f][1,2,4]triazin-2-amine C(C)(C)N1C(=NC2=NC=C(C=C21)C=2C=CN1N=C(N=CC12)N[C@@H]1C[C@@H](C1)OCCOC)C